C(C(C)(C)C)(=O)O.O1COC=C1C1=COCO1 bi[1,3]dioxol-5-yl pivalate